2,2-Dimethyl-N-(6-(1-methyl-1H-pyrazol-4-yl)pyridin-2-yl)-6-((1-methylazetidin-3-yl)oxy)-2,3-dihydrofuro[2,3-b]pyridine-5-carboxamide CC1(CC=2C(=NC(=C(C2)C(=O)NC2=NC(=CC=C2)C=2C=NN(C2)C)OC2CN(C2)C)O1)C